(1S,3'R,4'S,5'S,6'R)-6'-Methyl-6-(4-ethoxybenzyl)-5-chloro-3',4',5',6'-tetrahydro-3H-spiro-[isobenzofuran-1,2'-pyran]-3',4',5'-triol C[C@@H]1[C@H]([C@@H]([C@H]([C@]2(O1)OCC1=CC(=C(C=C12)CC1=CC=C(C=C1)OCC)Cl)O)O)O